2-Iodotricyclo[6.2.0.03,6]deca-1,3(6),7-triene IC1=C2CCC2=CC=2CCC12